C(C1=CC=CC=C1)(=O)OC1=C(C=CC=C1)C1=C(C=CC=2CCCCC12)C (+)-2-(2-Methyl-5,6,7,8-tetrahydronaphthalen-1-yl)phenyl benzoate